COC=1C=C2C=3C=CC=C4C(=C(N(C34)CCCCCOC(C1)=C2)C(=O)OCC)CCCOC2=CC=CC1=CC=CC=C21 (rac)-ethyl 12-methoxy-1-[3-(naphthalen-1-yloxy)propyl]-5,6,7,8-tetrahydro-4H-10,14-(metheno)[1,7]oxazacyclotetradecino[9,8,7-hi]indole-2-carboxylate